NC1=CC(=C(C=C1OC)N1CCC(CC1)N1CCC2(CCCN(C2)C=2C=C3C(N(C(C3=CC2F)=O)C2C(NC(CC2)=O)=O)=O)CC1)C=1C=NN(C1)C 5-(9-(1-(4-amino-5-methoxy-2-(1-methyl-1H-pyrazol-4-yl)phenyl)piperidin-4-yl)-2,9-diazaspiro[5.5]undecan-2-yl)-2-(2,6-dioxopiperidin-3-yl)-6-fluoroisoindoline-1,3-dione